CC1=CC=C(C(=O)OOC(C2=CC=C(C=C2)C)=O)C=C1 di(p-methylbenzoyl) peroxide